2-(4-(6-Isopropyl-5-(8-methyl-[1,2,4]triazolo[1,5-a]pyridin-6-yl)-4H-pyrrolo[3,2-d]thiazol-2-yl)piperidin-1-yl)-N,N-dimethylacetamide C(C)(C)C1=C(NC2=C1N=C(S2)C2CCN(CC2)CC(=O)N(C)C)C=2C=C(C=1N(C2)N=CN1)C